FC=1C=C(C=CC1C(F)(F)F)[C@H](C(=O)N1CCN(CC1)C=1C2=C(N=CN1)[C@@H](C[C@H]2C)O)CN2CCN(CC2)C(C)C (S)-2-(3-fluoro-4-(trifluoromethyl)phenyl)-1-(4-((5R,7R)-7-hydroxy-5-methyl-6,7-dihydro-5H-cyclopenta[d]pyrimidin-4-yl)piperazin-1-yl)-3-(4-isopropylpiperazin-1-yl)propan-1-one